1,2-Di-heptadecanoyl-sn-glycero-3-phosphoethanolamine C(CCCCCCCCCCCCCCCC)(=O)OC[C@@H](OC(CCCCCCCCCCCCCCCC)=O)COP(=O)(O)OCCN